N1=C(C=NC=C1)C(=N)N pyrazine-2-carboxamidine